FC=1C=CC2=C(NC(=NS2(=O)=O)NCC2=CC(=CC=C2)F)C1[C@@H](C)C=1SC=CN1 (R)-6-fluoro-3-((3-fluorobenzyl)amino)-5-(1-(thiazol-2-yl)ethyl)-4H-benzo[e][1,2,4]thiadiazine 1,1-dioxide